FC=1C=C2C(C(=CN3C2=C(C1F)SCC3)CN([C@@H]3CN(CCC3)C3=NC=CN=C3)CC3=CC(=NC=C3)C)=O (S)-9,10-difluoro-6-((((2-methyl-pyridin-4-yl)methyl)(1-(pyrazin-2-yl)piperidin-3-yl)amino)methyl)-2,3-dihydro-7H-[1,4]thiazino[2,3,4-ij]quinolin-7-one